2-methyl-6-[1-(2,2,3,3,3-pentafluoropropyl)-1H-pyrazol-4-yl]-7-(trifluoromethyl)-5H-[1,3]thiazolo[3,2-a]pyrimidin-5-one CC1=CN2C(=NC(=C(C2=O)C=2C=NN(C2)CC(C(F)(F)F)(F)F)C(F)(F)F)S1